Cl.NC1CN(C1)C(CC1CC1)=O 1-(3-Aminoazetidin-1-yl)-2-cyclopropylethan-1-one hydrochloride